ClC=1C=C2C(=NC(=NC2=C(C1C=1C(=CC=C2C=NN(C12)C)C)F)N1CC(C1)N(C)C)N1CC2(CN(C2)C(C=C)=O)C1 1-(6-(6-chloro-7-(1,6-dimethyl-1H-indazol-7-yl)-2-(3-(dimethylamino)azetidin-1-yl)-8-fluoroquinazolin-4-yl)-2,6-diazaspiro[3.3]heptan-2-yl)prop-2-en-1-one